C1(CC1)[C@H](C)NC1=NN2C(C=N1)=C(C=C2)C=2C=C1N=CC=NC1=CC2 (S)-N-(1-cyclopropylethyl)-5-(quinoxalin-6-yl)pyrrolo[2,1-f][1,2,4]triazin-2-amine